2-chloro-N-(4-(1,1,1,3,3,3-hexafluoro-2-hydroxypropan-2-yl)phenyl)benzamide ClC1=C(C(=O)NC2=CC=C(C=C2)C(C(F)(F)F)(C(F)(F)F)O)C=CC=C1